FC=1C(=C(N)C=CC1N1CCN(CC1)C)C 3-fluoro-2-methyl-4-(4-methylpiperazin-1-yl)aniline